C1(=CC=CC=C1)C1=NC(=NC(=N1)C1=CC=CC=C1)C1=C(C=C(C=C1)OCCCCCC)O 2,4-diphenyl-6-[2-hydroxy-4-(hexyloxy)phenyl]-1,3,5-triazine